C1(CC1)C1=NC=NC(=C1C1=NC(=CC(=N1)C(C)=O)SC)OC 1-[2-(4-cyclopropyl-6-methoxy-pyrimidin-5-yl)-6-methylsulfanyl-pyrimidin-4-yl]ethanone